C(C1=CC=CC=C1)OC=1C=C(C=CC1OCC1=CC=CC=C1)CC(C(C)(C)C)N Dl-1-(3,4-bis(benzyloxy)phenyl)-3,3-dimethylbutan-2-amine